O1C2=C(OCC1)C=C(C=C2)CCNC(OC(C)(C)C)=O Tert-butyl (2-(2,3-dihydrobenzo[b][1,4]dioxin-6-yl)ethyl)carbamate